FC(C=1C=NC=NC1)(F)F 5-(trifluoromethyl)pyrimidine